CS(=O)(=O)C1=CC=C(C=C1)C(C1CCN(CC1)C(CC[C@H]1NC(OC1)=O)=O)C1=CC=CC=C1 (+)-(-)-(4R)-4-[3-[4-[(4-Methyl-sulfonylphenyl)-phenyl-methyl]-1-piperidyl]-3-oxo-propyl]oxazolidin-2-one